C(C)OC1=NC=CC=C1C1=CC(=C2C(=N1)C=NN2C(C)C)NCC2=CC=C(C=C2)C 5-(2-ethoxy-3-pyridinyl)-1-isopropyl-N-(p-tolylmethyl)pyrazolo[4,3-b]pyridin-7-amine